FC1=CC(=CC(=N1)OC(CO)C)I 2-[(6-fluoro-4-iodopyridin-2-yl)oxy]propan-1-ol